(-)-N-{3-[(1H-1,3-benzodiazol-2-yl)amino]-3-[3-(trifluoromethoxy)phenyl]-propyl}-acetamide N1C(=NC2=C1C=CC=C2)NC(CCNC(C)=O)C2=CC(=CC=C2)OC(F)(F)F